C(CCCCCCC)OCCC 3-(octyloxy)propan